COC(C1=C(C(=NC=C1C=1C=NN(C1C)CC12CC3CC(CC(C1)C3)C2)Cl)OCC2=CC=C(C=C2)OC)=O 5-(1-(adamantan-1-ylmethyl)-5-methyl-1H-pyrazol-4-yl)-2-chloro-3-((4-methoxybenzyl)oxy)isonicotinic acid methyl ester